ClC1=NC(=NC=C1)C1=NN(C=C1)C 4-chloro-2-(1-methyl-1H-pyrazol-3-yl)pyrimidine